(difluoromethyl)-4-((trimethylsilyl)oxy)piperidine FC(F)N1CCC(CC1)O[Si](C)(C)C